tert-Butyl-(7-chloro-2-thioxo-2,3,4,5-tetrahydro-1H-1-benzazepin-4-yl)carbamat C(C)(C)(C)OC(NC1CC(NC2=C(C1)C=C(C=C2)Cl)=S)=O